8-(2-fluorophenyl)-N2-(6-morpholinylpyridin-3-yl)pyrido[3,4-d]pyrimidine-2,4-diamine FC1=C(C=CC=C1)C1=NC=CC2=C1N=C(N=C2N)NC=2C=NC(=CC2)N2CCOCC2